N-[5-(5-Cyclopropyl-4H-1,2,4-triazol-3-yl)-4-fluoro-2-methylphenyl]-5-fluoropyrazolo[1,5-a]pyridine-3-carboxamide C1(CC1)C=1NC(=NN1)C=1C(=CC(=C(C1)NC(=O)C=1C=NN2C1C=C(C=C2)F)C)F